Cl.N1=CN=C(C2=C1NC=C2)NC2=CC(=C1C(NC3(N(N1C2=O)C)CCCC3)=O)Cl 7'-((7H-pyrrolo[2,3-d]pyrimidin-4-yl)amino)-5'-chloro-1'-methyl-spiro[cyclopentane-1,2'-pyrido[2,1-f][1,2,4]triazine]-4',8'(1'H,3'H)-dione hydrochloride